p-formyl-phenylacetylene benzyl-(S)-4-(((2-(pyrrolidin-1-yl)ethyl)carbamoyl)oxy)decanoate C(C1=CC=CC=C1)OC(CC[C@H](CCCCCC)OC(NCCN1CCCC1)=O)=O.C(=O)C1=CC=C(C=C1)C#C